4-(morpholin-2-yl)benzonitrile N1CC(OCC1)C1=CC=C(C#N)C=C1